C(C)(C)(C)OC(=O)N([C@H](C(=O)OC(C(=O)OCC1=CC=CC=C1)CC1=CC=C(C=C1)C(F)(F)F)CC(C)(C)F)C 1-(benzyloxy)-1-oxo-3-[4-(trifluoromethyl)phenyl]propan-2-yl (2S)-2-[[(tert-butoxy)carbonyl](methyl)amino]-4-fluoro-4-methylpentanoate